4-((4-aminophenyl)methyl)-2-isopropoxyaniline NC1=CC=C(C=C1)CC1=CC(=C(N)C=C1)OC(C)C